2-((3-(3-((2-(2,6-dioxopiperidin-3-yl)-1-oxoisoindolin-5-yl)methyl)ureido)-5-methoxyphenoxy)methyl)acrylic acid O=C1NC(CCC1N1C(C2=CC=C(C=C2C1)CNC(NC=1C=C(OCC(C(=O)O)=C)C=C(C1)OC)=O)=O)=O